1-methylpseudouridine-5'-triphosphate P(O)(=O)(OP(=O)(O)OP(=O)(O)O)OC[C@@H]1[C@H]([C@H]([C@@H](O1)C1=CN(C(=O)NC1=O)C)O)O